N-(4-cyanobenzyl)-8-((1-(cyclopropylsulfonyl)cyclopropyl)methoxy)-1-methyl-2-oxo-1,2-dihydropyrido[2,3-d]pyridazine-3-carboxamide C(#N)C1=CC=C(CNC(=O)C2=CC=3C(=C(N=NC3)OCC3(CC3)S(=O)(=O)C3CC3)N(C2=O)C)C=C1